3-(3-Cyano-4-fluorophenyl)-1-(9-fluoro-6-oxo-1,4,5,6-tetrahydro-2H-pyrano[3,4-c]isoquinolin-1-yl)-1-methylurea C(#N)C=1C=C(C=CC1F)NC(N(C)C1COCC=2NC(C=3C=CC(=CC3C21)F)=O)=O